2-(4-(tert-butyl)phenyl)-5-(4-(2,7-dibromo-9,9-dioctyl-9,10-dihydroacridine-10-yl)phenyl)-1,3,4-oxadiazole C(C)(C)(C)C1=CC=C(C=C1)C=1OC(=NN1)C1=CC=C(C=C1)N1C=2C=CC(=CC2C(C2=CC(=CC=C12)Br)(CCCCCCCC)CCCCCCCC)Br